CC=1C=C2C(NC(=NC2=CC1)CCl)=O 6-methyl-2-chloromethylquinazolin-4(3H)-one